6-aza-uridine [C@@H]1([C@H](O)[C@H](O)[C@@H](CO)O1)N1C(=O)NC(=O)C=N1